COC=1C=CC=C2C(OC(=O)C12)\C=C/C1=CC=CC=C1 (Z)-7-methoxy-3-styryl-phthalide